3-(3-hexyl-2,2-dimethylcyclopropyl)propanoic acid C(CCCCC)C1C(C1CCC(=O)O)(C)C